C1(CCCC1)N1C(C=NC=2C=NC(=NC12)NC1=C(C=C(C=C1)N1CCN(CC1)C)OC)=O 8-cyclopentyl-2-((2-methoxy-4-(4-methylpiperazin-1-yl)phenyl)amino)pteridine-7(8H)-one